C(C)(C)(C)OC(=O)N1CCC2OC2CC1 8-oxa-4-azabicyclo[5.1.0]Octane-4-carboxylic acid tert-butyl ester